BrCC[Na] L-2-bromoethyl-sodium